methyl 4-(methylsulfanyl)-2-{[(3R,6R)-6-methyl-1-{[2-(2H-1,2,3-triazol-2-yl)phenyl]carbonyl}piperidin-3-yl]oxy}pyridine-3-carboxylate CSC1=C(C(=NC=C1)O[C@H]1CN([C@@H](CC1)C)C(=O)C1=C(C=CC=C1)N1N=CC=N1)C(=O)OC